ClC=1C=NC(=NC1)N1CCC(CC1)CN1CCC2(CN(C2)C=2C=C3C(N(C(C3=CC2)=O)C2C(NC(CC2)=O)=O)=O)CC1 5-chloro-2-[4-({2-[2-(2,6-dioxopiperidin-3-yl)-1,3-dioxo-2,3-dihydro-1H-isoindol-5-yl]-2,7-diazaspiro[3.5]nonan-7-yl}methyl)piperidin-1-yl]pyrimidin